FC=1C=C(C=C(C1)F)[C@@H](CC)N (1R)-1-(3,5-difluorophenyl)propan-1-amine